OC(C1C(C1)C(=O)OCC)C1=C2C=CN(C2=C(C=C1S(=O)(=O)C)C)S(=O)(=O)C1=CC=C(C)C=C1 ethyl 2-(hydroxy(7-methyl-5-(methylsulfonyl)-1-tosyl-1H-indol-4-yl)methyl)cyclopropane-1-carboxylate